4-(benzofuran-4-yloxy)-2-chlorobenzoyl chloride O1C=CC2=C1C=CC=C2OC2=CC(=C(C(=O)Cl)C=C2)Cl